4-succinimidyloxycarbonyl-alpha-methyl-alpha-(2-pyridyldithio)-toluene C1(CCC(N1OC(=O)C1=CC=C(C(SSC2=NC=CC=C2)C)C=C1)=O)=O